OC=1C=CC=C(C)C1 5-hydroxytoluene